(S)-2-CYCLOPROPYLPENT-4-ENE-1-SULFONAMIDE C1(CC1)[C@@H](CS(=O)(=O)N)CC=C